FC1=C(C(=CC=C1)F)N1N=CN=C1 (2,6-DIFLUOROPHENYL)-1H-1,2,4-TRIAZOLE